NC=1SC=C(N1)/C(/C(=O)NC(CC=1C(=C(C(=O)O)C=CC1)O)B(O)O)=N/O (Z)-3-(2-(2-(2-aminothiazol-4-yl)-2-(hydroxyimino)acetamido)-2-boronoethyl)-2-hydroxybenzoic acid